cis-1-(2-Fluorocyclopropyl)ethan-1-one F[C@@H]1[C@@H](C1)C(C)=O